Cl[Si](/C=C/C#N)(C)C (E)-3-(Chlorodimethylsilyl)acrylonitrile